N1CCC(CC1)CN1CC2(CN(C2)C2=CC=C(C=N2)C2C(NC(CC2)=O)=O)CC1 3-(6-(6-(piperidin-4-ylmethyl)-2,6-diazaspiro[3.4]oct-2-yl)pyridin-3-yl)piperidine-2,6-dione